C1(=CC=CC=C1)[S+](C1=CC=CC=C1)C1=CC=CC=C1.FC(C(C(C(F)(F)F)(F)F)(F)F)(S(=O)(=O)[O-])F perfluorobutylsulfonate triphenylsulfonium salt